BrCCC[Si](OCC)(OCC)C Bromopropyl-methyl-diethoxysilane